FC=1C(=CC(=NC1)C)NC=1C=NC=2CC(N(C(C2C1)([2H])[2H])C1=C(C=C2C(=N1)CNC2=O)C)([2H])[2H] 2-(3-((5-fluoro-2-methylpyridin-4-yl)amino)-7,8-dihydro-1,6-naphthyridin-6(5H)-yl-5,5,7,7-d4)-3-methyl-6,7-dihydro-5H-pyrrolo[3,4-b]pyridin-5-one